6-chloro-3-cyclopropyl-N-(pyridazin-3-ylmethyl)-[1,2,4]triazolo[4,3-b]pyridazin-8-amine ClC=1C=C(C=2N(N1)C(=NN2)C2CC2)NCC=2N=NC=CC2